N\C(=N/N)\[NH3+] [(E)-aminocarbonohydrazonoyl]ammonium